3-thioxo-3,4-dihydro-1,2,4-triazin-5(2H)-one S=C1NN=CC(N1)=O